ClC1=C(C=CC(=C1)OC1=CC=CC=C1)C(=O)C1=CNC=2N=CN=C(C21)N2CCN(CC2)C2=CC=C(C=C2)OC (2-chloro-4-phenoxyphenyl)(4-(4-(4-methoxyphenyl)piperazin-1-yl)-7H-pyrrolo[2,3-d]pyrimidin-5-yl)methanone